4-(((1-methyl-1H-pyrazolo[3,4-d]pyridazin-4-yl)amino)methyl)benzenesulfonamide CN1N=CC=2C1=CN=NC2NCC2=CC=C(C=C2)S(=O)(=O)N